7-(4-aminophenyl)-2-(4-phenoxyphenyl)-4,5,6,7-tetrahydropyrazolo[1,5-a]pyrimidine-3-carboxamide NC1=CC=C(C=C1)C1CCNC=2N1N=C(C2C(=O)N)C2=CC=C(C=C2)OC2=CC=CC=C2